ClC=1C=C(OCC(=O)NC)C=C(C1CC1=C(C(=C(C=C1)O)C(C)C)F)C(=C)C 2-(3-chloro-4-(2-fluoro-4-hydroxy-3-isopropylbenzyl)-5-(prop-1-en-2-yl)phenoxy)-N-methylacetamide